C(C(C)C)(=O)OC1=C(C=CC=C1)OC1=CC=CC=C1 phenoxyphenyl isobutyrate